C12CC(CC2C1)OC1=C(C=C(C=C1F)NC(=O)C=1N=C(OC1CC(F)(F)F)N1CCOCC1)F N-(4-(cis-bicyclo[3.1.0]hexan-3-yloxy)-3,5-difluorophenyl)-2-morpholino-5-(2,2,2-trifluoroethyl)oxazole-4-carboxamide